CC(=O)NC1=CC=C(C=C1)N N-(4-aminophenyl)acetamide